ClC1=NC=CN=C1OC1=CC=C(C=C1)C(F)(F)F 2-chloro-3-(4-(trifluoromethyl)phenoxy)pyrazine